COCCCCCCCCCNNC(=O)C1=CC=C(CC2=C(C(=O)N)C=CC=C2)C=C1 (4-(2-(9-methoxynonyl)hydrazine-1-carbonyl)benzyl)benzamide